6-chloro-1-ethyl-1-oxo-isothiazolo[4,5-b]pyridin-3-one ClC=1C=C2C(=NC1)C(NS2(=O)CC)=O